C(C)(C)(C)OC(=O)N1[C@H]2C[C@H]([C@@H](C1)C2)O |r| (1RS,4RS,5RS)-5-hydroxy-2-azabicyclo[2.2.1]heptane-2-carboxylic acid tert-butyl ester